ClC1=C2C(N(C(NC2=C(C=C1)S(=O)(=O)C1=CC(=C2C=CN(C2=C1)CC(F)F)F)=O)O)=O 5-chloro-8-((1-(2,2-difluoroethyl)-4-fluoro-1H-indol-6-yl)sulfonyl)-3-hydroxyquinazoline-2,4(1H,3H)-dione